2,2-(ethylenedioxy)diethylmercaptan C(OCCS)COCCS